FC(C)(OC=1C(=NC(=NC1)N)OC)F 5-(1,1-difluoroethoxy)-4-methoxy-pyrimidin-2-amine